methacrylic acid (3,4-epoxytricyclo[5.2.1.02,6]Decane-8-yl) ester C12C3C4C(CC3C(C(C1)OC(C(=C)C)=O)C2)O4